tetramethyl-uronium HCl Hydrogen chloride Cl.Cl.CN(C(=[N+](C)C)O)C